4-Fluoro-2,3-dihydrobenzofuran-6-carbaldehyde FC1=CC(=CC2=C1CCO2)C=O